NC=1C(=NN(C1)C1=C2C=CC(=NC2=CC=C1)C(=O)NS(=O)(=O)C1=C(C=CC(=C1)C(C)(C)C)OC)Cl 5-(4-amino-3-chloro-1H-pyrazol-1-yl)-N-((5-(tert-butyl)-2-methoxyphenyl)sulfonyl)quinoline-2-carboxamide